(3S)-3-(4-((7-chloro-3,4-dihydro-2H-benzo[b][1,4]dioxepin-3-yl)methoxy)phenyl)-4-hexynoic acid ClC1=CC2=C(OCC(CO2)COC2=CC=C(C=C2)[C@H](CC(=O)O)C#CC)C=C1